5-ethyl-7-((4-nitrophenyl)thio)-[1,2,4]triazolo[1,5-a]pyrimidine C(C)C1=NC=2N(C(=C1)SC1=CC=C(C=C1)[N+](=O)[O-])N=CN2